COC1=C(C=CC=C1)OC1=CC=C(C=C1)C 1-methoxy-2-((4-methylphenyl)oxy)benzene